5-chloro-N2-(2-methoxy-4-(4-(4-methylpiperazin-1-yl)piperidin-1-yl)phenyl)-N4-(4-methyl-1-(methylsulfonyl)indolin-7-yl)pyrimidine-2,4-diamine ClC=1C(=NC(=NC1)NC1=C(C=C(C=C1)N1CCC(CC1)N1CCN(CC1)C)OC)NC=1C=CC(=C2CCN(C12)S(=O)(=O)C)C